3-[7-([4-[1-(oxetan-3-yl)-4-(trifluoromethyl)-1H-imidazol-2-yl]phenyl]methyl)-7H-pyrrolo[2,3-d]pyrimidin-2-yl]-2-(propan-2-yl)pyridine O1CC(C1)N1C(=NC(=C1)C(F)(F)F)C1=CC=C(C=C1)CN1C=CC2=C1N=C(N=C2)C=2C(=NC=CC2)C(C)C